(S)-(2-hydroxymethyl-2-methyltetrahydropyrrol-1-yl)-3-(2-fluoro-6-hydroxyphenyl)-6,6a,7,8,9,10-hexahydro-12H-pyrazino[2,1-c]pyrido[3,4-f][1,4]oxazepin-12-one OCC1(N(CCC1)C1=NC(=CC2=C1C(N1[C@H](CO2)CNCC1)=O)C1=C(C=CC=C1O)F)C